ClC=1C=C(C=C(C1OC=1C=C2C3(C(NC2=CC1)=O)CCC3)Cl)C3=NOC(N3)=O 3-(3,5-dichloro-4-((2'-oxospiro[cyclobutane-1,3'-indolin]-5'-yl)oxy)phenyl)-1,2,4-oxadiazol-5(4H)-one